C(C)C(COCCOCCCN1C(=O)C2C3C=CC(C2C1=O)C3)CC N-[(2-ethylbutoxy)ethoxypropyl]-bicyclo[2.2.1]hept-5-ene-2,3-dicarboximide